8-oxo-2-(piperazin-1-yl)-5H,8H-pyrido[2,3-b]pyrazin O=C1C=CNC2=NC=C(N=C21)N2CCNCC2